(2-fluoro-6-(2H-1,2,3-triazol-2-yl)phenyl)((3aR,6aS)-hexahydropyrrolo[3,4-c]pyrrol-2(1H)-yl)methanone FC1=C(C(=CC=C1)N1N=CC=N1)C(=O)N1C[C@@H]2CNC[C@@H]2C1